COC1=CC=C(C=C1)C(C#N)(C)C1=CC=CC=C1 (4-methoxyphenyl)-2-phenylpropionitrile